N1(CCNCC1)CCSC1=NC=2N(C(N1)=O)N=CC2 2-(2-(piperazinyl)ethylthio)-3H-pyrazolo[1,5-a][1,3,5]triazin-4-one